(7-(5-chloro-2-fluoropyridin-3-yl)pyrazolo[1,5-a]pyridin-3-yl)(piperidin-1-yl)methanone ClC=1C=C(C(=NC1)F)C1=CC=CC=2N1N=CC2C(=O)N2CCCCC2